FC(C1=C(C=O)C=CC(=C1)C(F)(F)F)(F)F 2,4-bistrifluoromethylbenzaldehyde